1-(3-(difluoromethyl)-2-fluorophenyl)-2-fluoroethan-1-one FC(C=1C(=C(C=CC1)C(CF)=O)F)F